4-(9H-carbazole-9-yl)phenyl-boronic acid C1=CC=CC=2C3=CC=CC=C3N(C12)C1=CC=C(C=C1)B(O)O